tert-butyl 2-[[(4R,8aS)-2-benzyl-4-methyl-3,4,6,7,8,8a-hexahydro-1H-pyrrolo[1,2-a]pyrazin-7-yl]oxy]-7,8-dihydro-5H-1,6-naphthyridine-6-carboxylate C(C1=CC=CC=C1)N1C[C@H]2N([C@@H](C1)C)CC(C2)OC2=NC=1CCN(CC1C=C2)C(=O)OC(C)(C)C